C(C)OC(=O)C=1C(=NOC1)CF 3-(fluoromethyl)isoxazole-4-carboxylic acid ethyl ester